C1(=CC=CC2=CC=CC=C12)OP(=O)(OC1=C(C(=C(C(=C1F)F)F)F)F)N[C@@H](C)C(=O)OC1CC2(C1)CCC2 spiro[3.3]heptan-2-yl ((naphthalen-1-yloxy)(perfluorophenoxy)phosphoryl)-L-alaninate